FC(C(=O)O)(F)F 2,2,2-trifluoroacetic acid